6-fluoro-4-methoxy-1H-indole FC1=CC(=C2C=CNC2=C1)OC